N1(N=NC2=C1C=CC=C2)O[P](N2CCCC2)(N2CCCC2)N2CCCC2 benzotriazol-1-yl-oxytripyrrolidinophosphorus